C(=O)C1=CC=C2C(=NN(C2=C1)C)C(=O)NC1=CC=C(C=C1)OC(F)(F)F 6-formyl-1-methyl-N-[4-(trifluoromethoxy)phenyl]indazole-3-carboxamide